5-(4-bromophenyl)-3,3-dimethylmorpholine BrC1=CC=C(C=C1)C1COCC(N1)(C)C